O=S1([C@@H](CCC1)C=1N=CN(C1)C1=C(C=C(C=N1)NC(CN1N=C(C=C1C)C(F)(F)F)=O)F)=O (S)-N-(6-(4-(1,1-dioxidotetrahydrothiophen-2-yl)-1H-imidazol-1-yl)-5-fluoropyridin-3-yl)-2-(5-methyl-3-(trifluoromethyl)-1H-pyrazol-1-yl)acetamide